hydroxyl-(N-methyldiethanolamine) OC(N(CCO)C)CO